1-(2-(2-benzyl-3-methoxyphenoxy)ethyl)-4-methylpiperazine C(C1=CC=CC=C1)C1=C(OCCN2CCN(CC2)C)C=CC=C1OC